C[Si](CCOC(=O)ON1CCCC1)(C)C 1-[2-(trimethylsilyl)ethoxycarbonyloxy]pyrrolidin